C(C)(=O)OCCCCCC(C1=CC=C(C=C1)C1=CC=C(C=C1)CC1=CC=C(C=C1)\C=C\C(C1=CC=CC=C1)=O)O [6-Hydroxy-6-[4-[4-[[4-[(E)-3-oxo-3-phenylprop-1-enyl]phenyl]methyl]phenyl]phenyl]hexyl] acetate